FC(C1=CC=C(C=C1)NC1=CC=C(C=C1)C(F)(F)F)(F)F bis(4-(trifluoromethyl)phenyl)amine